(R)-N'-((8-fluoro-1,2,3,5,6,7-hexahydro-s-indacen-4-yl)carbamoyl)-4-(2-hydroxy-propan-2-yl)thiazole-2-sulfonimidamide FC=1C=2CCCC2C(=C2CCCC12)NC(=O)N=[S@](=O)(N)C=1SC=C(N1)C(C)(C)O